FC1=C(C(=CC=C1)F)C1OCCC(C1)C#N (2,6-difluorophenyl)tetrahydro-2H-pyran-4-carbonitrile